N1N=C(C=C1)N1N=C2C(C(=NC=3C=CC=CC23)N)=C1 (1H-pyrazol-3-yl)-2H-pyrazolo[4,3-c]quinolin-4-amine